O=S1(CCC(CC1)NC=1C=C(C=C2C=C(NC12)C1=CC=CC=C1)COC)=O N-(1,1-dioxothian-4-yl)-5-(methoxymethyl)-2-phenyl-1H-indol-7-amine